tert-butyl (R)-2-((4-fluoro-3-(((R)-1-(2-methylpyrimidin-5-yl)ethyl)carbamoyl)-5-(5-methylthiazol-2-yl)phenoxy)methyl)morpholine-4-carboxylate FC1=C(C=C(OC[C@H]2CN(CCO2)C(=O)OC(C)(C)C)C=C1C=1SC(=CN1)C)C(N[C@H](C)C=1C=NC(=NC1)C)=O